ClC1=C(C=C(C=C1F)C(=C(C#N)C#N)OC)F 2-[(4-chloro-3,5-difluoro-phenyl)-methoxy-methylene]Malononitrile